3-chloro-2-[5-(2,2-dimethoxyethoxy)pentoxy]-5-[1-(4-hydroxyphenyl)-1-methyl-ethyl]benzonitrile ClC=1C(=C(C#N)C=C(C1)C(C)(C)C1=CC=C(C=C1)O)OCCCCCOCC(OC)OC